FC1=C(CN2CC(CC2=O)C(=O)N)C=CC(=C1C)NC1=CC=C(C=C1)N1CCC(CC1)C(F)(F)F (2-fluoro-3-methyl-4-((4-(4-(trifluoromethyl)piperidin-1-yl)phenyl)amino)benzyl)-5-oxopyrrolidine-3-carboxamide